5-cyanopyridin-3-yl (R)-2-methyl-4-((4-(trifluoromethyl)pyridin-3-yl)methyl)piperazine-1-carboxylate C[C@H]1N(CCN(C1)CC=1C=NC=CC1C(F)(F)F)C(=O)OC=1C=NC=C(C1)C#N